C(CCCCC(=O)OCCCCCCC(C(F)(F)F)(F)F)(=O)OCC1=CC(=CC(=C1)COC(CCC(CCCCCC)OC(NCCN1CCCC1)=O)=O)COC(CCC(OCCCCCCCC)OCCCCCCCC)=O 3-(((4,4-bis(octyloxy)butanoyl)oxy)methyl)-5-(((4-(((2-(pyrrolidin-1-yl)ethyl)carbamoyl)oxy)decanoyl)oxy)methyl)benzyl (7,7,8,8,8-pentafluorooctyl) adipate